C12[C@H](CC(C=C1)C2)NC(C2=CC(=C(C=C2)C)C)=O N-((2S)-bicyclo[2.2.1]hept-5-en-2-yl)-3,4-dimethylbenzamide